5-aminopentyl-D-ribitol phosphate P(=O)(O)(O)O.NCCCCCC([C@H](O)[C@H](O)[C@H](O)CO)O